Cl.C[C@@H]1N(CCNC1)CC1=NC=CC(=C1)C (2S)-2-methyl-1-[(4-methyl-2-pyridyl)methyl]piperazine hydrochloride